1-benzyl-4-(bromomethyl)-5-(difluoromethyl)-1H-1,2,3-triazole C(C1=CC=CC=C1)N1N=NC(=C1C(F)F)CBr